C(C=C)(=O)OCCCC[Si](OCC)(C)C acryloxybutyldimethyl-Ethoxysilane